(S)-1-(6-methoxy-1H-indazol-1-yl)propan-2-amine COC1=CC=C2C=NN(C2=C1)C[C@H](C)N